C(C=C(C)CCC=C(C)CCC=C(C)C)OP([O-])(=O)OP(=O)([O-])[O-] farnesyl-diphosphate